1,1,1,3,3-pentafluoro-butane FC(CC(C)(F)F)(F)F